O=C1NC(CCC1N1C(N(C2=C1C=CC=C2C2CCN(CC2)C2CN(C2)C=2C=C(C=CC2)S(=O)(=O)N2CCC(CC2)NC(OC(C)(C)C)=O)C)=O)=O tert-butyl (1-((3-(3-(4-(1-(2,6-dioxopiperidin-3-yl)-3-methyl-2-oxo-2,3-dihydro-1H-benzo[d]imidazol-4-yl)piperidin-1-yl)azetidin-1-yl)phenyl)sulfonyl)piperidin-4-yl)carbamate